tert-butyl acetyl((3aR,4R,7S,7aR)-4-(13-azido-2,5,8,11-tetraoxatridecyl)-2,2-dimethyltetrahydro-4H-[1,3]dioxolo[4,5-c]pyran-7-yl)carbamate C(C)(=O)N(C(OC(C)(C)C)=O)[C@@H]1[C@@H]2[C@H]([C@H](OC1)COCCOCCOCCOCCN=[N+]=[N-])OC(O2)(C)C